methyl 2-((4-(difluoromethoxy)-2-methylphenyl)-amino)-5-(trifluoro-methyl)benzoate FC(OC1=CC(=C(C=C1)NC1=C(C(=O)OC)C=C(C=C1)C(F)(F)F)C)F